O1CC[C@@H](C2=CC=CC=C12)NC(=O)C1=CC2=C(N=C(S2)C=2C=NC(=CC2)CC)C=C1 (S)-N-(chroman-4-yl)-2-(6-ethylpyridin-3-yl)benzo[d]thiazole-6-carboxamide